BrC1=CC=C(CS(=O)(=O)N2CCCC2)C=C1 1-((4-bromobenzyl)sulfonyl)pyrrolidine